tert-Butyl N-[4-[3,3-bis(methylsulfanyl)prop-2-enoyl]phenyl]carbamate CSC(=CC(=O)C1=CC=C(C=C1)NC(OC(C)(C)C)=O)SC